C(C)C1=C(C=CC=C1)[C@@H](C)OC(=O)NC=1C(=NOC1C1CCN(CC1)C1=CC=C(C=C1)C1(CC1)C(=O)O)C (R)-1-(4-(4-(4-(((1-(2-ethylphenyl)ethoxy)carbonyl)amino)-3-methylisoxazol-5-yl)piperidin-1-yl)phenyl)cyclopropane-1-carboxylic acid